[2-(benzoylamino)ethyl][3-chloro-5-(trifluoromethyl)pyridin-2-yl]malonic acid dimethyl ester COC(C(C(=O)OC)(C1=NC=C(C=C1Cl)C(F)(F)F)CCNC(C1=CC=CC=C1)=O)=O